(S)-quinuclidin-3-yl (5-(4-butylphenyl)-6-methoxy-2,2-dimethyl-2,3-dihydro-1H-inden-1-yl)carbamate C(CCC)C1=CC=C(C=C1)C=1C=C2CC(C(C2=CC1OC)NC(O[C@@H]1CN2CCC1CC2)=O)(C)C